FC1=C(C(=O)C2C(CCCC2)C(=O)NC=2C=NN3C2C(NCC3)=O)C=CC(=C1)C1=CC(=NN1)C 2-[2-Fluoro-4-(3-methyl-1H-pyrazol-5-yl)benzoyl]-N-(4-oxo-4,5,6,7-tetrahydropyrazolo[1,5-a]pyrazin-3-yl)cyclohexanecarboxamide